CN[C@@H](CCC(=O)O)C(=O)O (S)-N-methylglutamic acid